3-benzyloxy-1-methyl-5-[4-(4-methyl-piperazine-1-carbonyl)-phenyl]-1H-pyridin-2-one C(C1=CC=CC=C1)OC=1C(N(C=C(C1)C1=CC=C(C=C1)C(=O)N1CCN(CC1)C)C)=O